C1(CC1)N1C[C@H]2N(C3=C(OC2)C=C(C=C3)NC=3N=C(C2=C(N3)NC=C2)NC2=C(C=CC=C2)P(C)(C)=O)CC1 (R)-(2-((2-((3-cyclopropyl-1,2,3,4,4a,5-hexahydrobenzo[b]pyrazino[1,2-d][1,4]oxazin-8-yl)amino)-7H-pyrrolo[2,3-d]pyrimidin-4-yl)amino)phenyl)dimethylphosphine oxide